FC(C1=NC(=NC=C1)S)(F)F 4-(Trifluoromethyl)pyrimidine-2-thiol